N[C@@H](C(=O)N1[C@@H](C[C@@H](C1)N1N=NC=C1C(C)(C)O)C(=O)NC(C(C(=O)N)=O)CCCCNC(=O)NC1CC1)CC1CCCCC1 (2S,4S)-1-((R)-2-amino-3-cyclohexylpropionyl)-N-(1-amino-7-(3-cyclopropylureido)-1,2-dioxohept-3-yl)-4-(5-(2-hydroxypropan-2-yl)-1H-1,2,3-triazol-1-yl)pyrrolidine-2-carboxamide